3-amino-N-{2-[3-amino-4-(fluoromethyl)pyrrolidin-1-yl]-3-fluoro-5,6,7,8-tetrahydroquinolin-6-yl}-6-methylthieno[2,3-b]pyridine-2-carboxamide NC1=C(SC2=NC(=CC=C21)C)C(=O)NC2CC=1C=C(C(=NC1CC2)N2CC(C(C2)CF)N)F